2-(4-((3R,4R)-4-((5,7-dimethyl-1H-indol-4-yl)methyl)-1-(2,2,2-trifluoroethyl)piperidin-3-yl)-1H-pyrazol-1-yl)acetic acid CC=1C(=C2C=CNC2=C(C1)C)C[C@H]1[C@@H](CN(CC1)CC(F)(F)F)C=1C=NN(C1)CC(=O)O